N2,N6-bis(tert-butoxycarbonyl)-L-lysine C(C)(C)(C)OC(=O)N[C@@H](CCCCNC(=O)OC(C)(C)C)C(=O)O